N[C@H](C(=O)O)CN(CC1=C(C=CC=C1)NC(C1=CC(=CC=C1)OC)=O)CC1CC1 (S)-2-amino-3-((cyclopropylmethyl)(2-(3-methoxybenzamido)benzyl)amino)propionic acid